NC=1C(NC2=C3C=CC=NC3=C(C=C2C1C1=C2C=NNC2=C(C=C1)F)OCCOC)=O 3-amino-4-(7-fluoro-1H-indazol-4-yl)-6-(2-methoxyethoxy)-1H-1,7-phenanthrolin-2-one